C(C1=CC=CC=C1)OC[C@@H]1CN(CCC1)C(=O)OC(C)(C)C Tert-butyl (S)-3-((benzyloxy)methyl)piperidine-1-carboxylate